7-((3aS,4R,6aR)-6-(2-(5,6-difluoroisoquinolin-8-yl)ethyl)-2,2-dimethyl-3a,6a-dihydro-4H-cyclopenta[d][1,3]dioxol-4-yl)-7H-pyrrolo[2,3-d]pyrimidin-4-amine FC1=C2C=CN=CC2=C(C=C1F)CCC1=C[C@H]([C@H]2[C@@H]1OC(O2)(C)C)N2C=CC1=C2N=CN=C1N